C(C1=CC=CC=C1)N1CCC(CC1)(C#N)C1=NC=C(C=C1)Cl 1-benzyl-4-(5-chloro-2-pyridyl)piperidine-4-carbonitrile